FCC(CN(CCC(C(=O)O)NC(CN1N=C(C=C1C)C(F)(F)F)=O)CCCCC1=NC=2NCCCC2C=C1)OC 4-[[3-fluoro-2-methoxy-propyl]-[4-(5,6,7,8-tetrahydro-1,8-naphthyridin-2-yl)butyl]amino]-2-[[2-[5-methyl-3-(trifluoromethyl)pyrazol-1-yl]acetyl]amino]butanoic acid